methyl 2-[(4-bromo-2,6-difluoro-phenyl)methyl]-3-(2-methoxyethyl)benzimidazole-5-carboxylate BrC1=CC(=C(C(=C1)F)CC=1N(C2=C(N1)C=CC(=C2)C(=O)OC)CCOC)F